C1=C(C=CC=2C3=CC=CC=C3C3=CC=CC=C3C3=CC=CC=C3C12)N1C2=CC=CC=C2C=2C=C(C=CC12)[Si](C1=CC=CC=C1)(C1=CC=CC=C1)C1=CC=CC=C1 9-(tetraphenylen-2-yl)-3-(triphenylsilyl)-9H-carbazole